BrC1=CC=C(C=C1)C12C(C3=C(C=NC=C3OC)O1)(C(C(C2C2=CC=CC=C2)CN(C)C)O)O 7a-(4-bromophenyl)-6-((dimethylamino)methyl)-4-methoxy-7-phenyl-5,6,7,7a-tetrahydro-4bH-cyclopenta[4,5]furo[2,3-c]pyridine-4b,5-diol